(R)-1-(4-chloro-2-(3-isopropyl-1H-pyrazol-1-yl)phenyl)-2,2,2-trifluoroethanol ClC1=CC(=C(C=C1)[C@H](C(F)(F)F)O)N1N=C(C=C1)C(C)C